2-(3'-tert-butyl-5'-(2-octyloxycarbonylethyl)-2'-hydroxyphenyl)-5-chlorobenzotriazole C(C)(C)(C)C=1C(=C(C=C(C1)CCC(=O)OCCCCCCCC)N1N=C2C(=N1)C=CC(=C2)Cl)O